N-[2-[4-[(5-Cyclopropyl-1H-pyrazol-3-yl)amino]pyrimidin-2-yl]-2-azabicyclo[2.2.1]heptan-4-yl]acetamide C1(CC1)C1=CC(=NN1)NC1=NC(=NC=C1)N1C2CCC(C1)(C2)NC(C)=O